(S)-6-(1,4-dimethyl-1H-1,2,3-triazol-5-yl)-3-methoxy-4-(phenyl-(tetrahydro-2H-pyran-4-yl)methyl)-4H-thieno[2',3':4,5]pyrrolo[3,2-b]pyridine-2-carboxylic acid methyl ester COC(=O)C1=C(C2=C(C3=NC=C(C=C3N2[C@@H](C2CCOCC2)C2=CC=CC=C2)C2=C(N=NN2C)C)S1)OC